cobalt eicosane CCCCCCCCCCCCCCCCCCCC.[Co]